CC1CC(C1)(C1=NN=CN1C)C=1C=C(C=CC1)C1=CN=C2N(C1=O)C=C(C=C2)C=C 3-(3-(3-methyl-1-(4-methyl-4H-1,2,4-triazol-3-yl)cyclobutyl)phenyl)-7-ethenyl-4H-pyrido[1,2-a]pyrimidin-4-one